ClC=1C=CC(=C(C1)CC(=O)NC1=CCN(C=C1)C(COC)(COC)C#N)O 4-[[2-(5-Chloro-2-hydroxyphenyl)acetyl]amino]-N-[1-cyano-2-methoxy-1-(methoxymethyl)ethyl]pyridin